ClC1=CC2=C(N(C(N=C2N2[C@H](CN(CC2)C(C=C)=O)C)=O)C2=C(C=CC=C2C)C2CC2)N=C1C1=C(C=CC=C1O)F (M)-6-chloro-1-(2-cyclopropyl-6-methylphenyl)-7-(2-fluoro-6-hydroxyphenyl)-4-((2S)-2-methyl-4-(2-propenoyl)-1-piperazinyl)pyrido[2,3-d]pyrimidin-2(1H)-one